ClC=1C=C(C(=O)NC(C)C2=NC=CN=C2C2=NN(C=N2)CC2C(C2)(Cl)Cl)C=C(C1)C(F)(F)F 3-chloro-N-[1-[3-[1-[(2,2-dichlorocyclopropyl)methyl]-1,2,4-triazol-3-yl]pyrazin-2-yl]ethyl]-5-(trifluoromethyl)benzamide